L-ascorbic acid, magnesium salt [Mg+2].O=C1C(O)=C([O-])[C@H](O1)[C@@H](O)CO.O=C1C(O)=C([O-])[C@H](O1)[C@@H](O)CO